3-Methyl-8-(3-(6-(4-methylpiperazin-1-yl)pyridin-3-yl)-1H-pyrazolo[4,3-d]pyrimidin-5-yl)-3,8-diazabicyclo[3.2.1]octan-2-one CN1C(C2CCC(C1)N2C=2N=CC1=C(N2)C(=NN1)C=1C=NC(=CC1)N1CCN(CC1)C)=O